BrC1=C2C=NN(C2=CC(=C1)Cl)C 4-Bromo-6-chloro-1-methyl-1H-indazole